FC=1C=C2N(CCN(C2=CC1)C(CCN1CCCCC1)=O)C1=CC=C(C=C1)F 1-(6-fluoro-4-(4-fluorophenyl)-3,4-dihydroquinoxaline-1(2H)-yl)-3-(piperidin-1-yl)propan-1-one